3'-deoxy-5-methylcytidine triphosphate P(O)(=O)(OP(=O)(O)OP(=O)(O)O)OC[C@@H]1C[C@H]([C@@H](O1)N1C(=O)N=C(N)C(=C1)C)O